ClC=1C=C(C=CC1OCC1=NC=CN=C1)NC1=NC=NC2=CC(=C(C=C12)OC1CC(NCC1)C)OC N-(3-chloro-4-(pyrazin-2-ylmethoxy)phenyl)-7-methoxy-6-((2-methylpiperidin-4-yl)oxy)quinazolin-4-amine